(R)-1-(4-chlorophenyl)-4-(2-(3-methylmorpholino)-8-(1H-pyrazol-5-yl)-1,7-naphthyridin-4-yl)piperidine-4-carbonitrile ClC1=CC=C(C=C1)N1CCC(CC1)(C#N)C1=CC(=NC2=C(N=CC=C12)C1=CC=NN1)N1[C@@H](COCC1)C